N1C=NC2=C1C=C(C=C2)CN(C2=CC(=NC=C2)CN2CC(NCC2)=O)CC2=CC(=CC=C2)OC 4-((4-(((1H-benzo[d]imidazol-6-yl)methyl)(3-methoxybenzyl)amino)pyridin-2-yl)methyl)piperazin-2-one